N1=C(C=CC=C1)CC#N 2-(pyridyl)acetonitrile